CC=1C(C=C(N2CCC3=C(C12)C=CC(=C3)OCC3=NC=CC=C3)OC[C@H]3OCCC3)=O 1-methyl-9-(2-pyridylmethoxy)-4-[[(2S)-tetrahydrofuran-2-yl]methoxy]-6,7-dihydrobenzo[a]quinolizin-2-one